1-hydroxymethylcyclohex-3-enecarboxaldehyde OCC1(CC=CCC1)C=O